SCCSC(CSCCSCC(CS)SCCS)CS 1,2-bis(2-(2-mercaptoethylthio)-3-mercaptopropylthio)-ethane